CC1=NC(=NN1C1=CC=C(C(=C1CNC(=O)C=1C(=NN(C1)CC1=CC=C2CCN(CC2=C1)C(C)C)COC)F)OC)C N-{[6-(dimethyl-1,2,4-triazol-1-yl)-2-fluoro-3-methoxyphenyl]methyl}-1-[(2-isopropyl-3,4-dihydro-1H-isoquinolin-7-yl)methyl]-3-(methoxymethyl)pyrazole-4-carboxamide